1-(3-aminophenyl)propan-2-one NC=1C=C(C=CC1)CC(C)=O